ClC1=C(C=CC=C1C1=C(C(=NC=C1)C1=CC=2CCC[C@H](C2C=C1)NC[C@@H]1NC(CC1)=O)Cl)C1=CC=C(C(=N1)OC)CN[C@@H](CCO)C(=O)O ((6-(2-chloro-3-(3-chloro-2-((R)-5-((((R)-5-oxopyrrolidin-2-yl)methyl)amino)-5,6,7,8-tetrahydronaphthalen-2-yl)pyridin-4-yl)phenyl)-2-methoxypyridin-3-yl)methyl)-L-homoserine